ClC1=C(C(=NC(=C1)Cl)C[C@@]1(C[C@H](N(CC1)C(=O)OC(C)(C)C)C)C(=O)OC(C)(C)C)F di-tert-butyl (2R,4R)-4-((4,6-dichloro-3-fluoropyridin-2-yl)methyl)-2-methylpiperidine-1,4-dicarboxylate